NS(=NC(CC1=C(C=C(C=C1C(C)C)F)C1=CC=CC=C1)=O)(=O)C1=CC=C(C=C1)CNC N-(amino(4-((methylamino)methyl)phenyl)(oxo)-λ6-sulfaneylidene)-2-(5-fluoro-3-isopropyl-[1,1'-biphenyl]-2-yl)acetamide